C(CCC)O[Sb](OCCCC)OCCCC tris(butoxy)antimony (III)